C(CCCCC(C)C)/C(=C(/C(=O)[O-])\CCCCCC(C)C)/C(=O)[O-].C(CCC)[Sn+2]CCCC Dibutyltin diisooctylmaleate